C(C(C)C)(=O)N[C@H]1CN(CC1)C(=O)OCC1=CC=CC=C1 benzyl (R)-3-isobutyrylaminopyrrolidine-1-carboxylate